1-(3,5-difluorobenzyl)-1H-1,2,4-triazole-3-carboxamide FC=1C=C(CN2N=C(N=C2)C(=O)N)C=C(C1)F